NC1=NC=NN2C1=C(C=C2[C@@H]2CC[C@H](CC2)O)C2=CC=C(C=C2)NC(=O)C=2C(N(C=CC2)C2=CC=CC=C2)=O N-{4-[4-amino-7-(trans-4-hydroxycyclohexyl)pyrrolo[2,1-f][1,2,4]triazin-5-yl]phenyl}-2-oxo-1-phenyl-1,2-dihydropyridine-3-carboxamide